C(C)(C)(C)OC(=O)N1[C@H](CCC1)C(=O)O (2R)-1-tert-butoxy-carbonyl-pyrrolidine-2-carboxylic acid